ClC=1N=CC=C2C1N(C(C2)=O)CC(=O)OC(C)(C)C tert-butyl 2-(7-chloro-2-oxo-2,3-dihydro-1H-pyrrolo[2,3-c]pyridin-1-yl)acetate